C(C)(C)(C)OC(=O)NC(CC(=O)N1CC=2N(CC1)C(=NC2C(=O)O)C(F)(F)F)CC2=C(C=C(C(=C2)F)F)F 7-(3-((tert-butoxycarbonyl)amino)-4-(2,4,5-trifluorophenyl)butanoyl)-3-(trifluoromethyl)-5,6,7,8-tetrahydroimidazo[1,5-a]pyrazine-1-carboxylic acid